CC1=C2C(=C(C(=C(C2=C(C=C1)N)N)C)C)C Tetramethylnaphthalene-1,8-diamine